behenyl-propyl-dimethyl-2,3-dihydroxypropyl-ammonium chloride [Cl-].C(CCCCCCCCCCCCCCCCCCCCC)C(C(C[N+](C)(C)CCC)O)O